C(C1=CC=CC=C1)N1C(=NC2=C1C=C(C=C2)C#N)C2=C(C=CC=C2)Cl 1-benzyl-2-(2-chlorophenyl)-1H-benzo[d]imidazole-6-carbonitrile